FC1=C(C=C(C=C1)OC)C1=C(N=C(C=2N1N=CC2)N2CCC1(CC2)[C@@H](C=2C(=NC=CC2)C1)N)C (5S)-1'-[7-(2-fluoro-5-methoxy-phenyl)-6-methyl-pyrazolo[1,5-a]pyrazin-4-yl]spiro[5,7-dihydrocyclopenta[b]pyridine-6,4'-piperidine]-5-amine